ClC=1N=C(C(=NC1)C#N)C1=C(C(=CC=C1)Cl)Cl chloro-3-(2,3-dichlorophenyl)pyrazine-2-carbonitrile